5-(2-furoyl)amino-3-(1-propyl-1,2,3,6-tetrahydropyridin-4-yl)-1H-indole O1C(=CC=C1)C(=O)NC=1C=C2C(=CNC2=CC1)C=1CCN(CC1)CCC